COC(=O)[C@@H]1N(C[C@H](C1)NC1=CC(=NC=C1)OCC)C(C)=O (2R,4S)-1-acetyl-4-((2-ethoxypyridin-4-yl)amino)pyrrolidine-2-carboxylic acid methyl ester